1,3-Difluoropropan-2-yl (S)-2-((S)-2-acetamido-3-(1H-indol-3-yl)propanamido)-6-diazo-5-oxohexanoate C(C)(=O)N[C@H](C(=O)N[C@H](C(=O)OC(CF)CF)CCC(C=[N+]=[N-])=O)CC1=CNC2=CC=CC=C12